FC1=C(CN2N=C(N=C2)C(=O)O)C=CC=C1 1-(2-fluorobenzyl)-1H-1,2,4-triazole-3-carboxylic acid